N1=C(C=CC=2CCCNC12)CCCCO[C@H]1CN(CC1)C(C(=O)O)C1=CC=C(C=C1)C(F)(F)F 2-((R)-3-(4-(5,6,7,8-tetrahydro-1,8-naphthyridin-2-yl)butoxy)pyrrolidin-1-yl)-2-(4-(trifluoromethyl)phenyl)acetic acid